2-amino-4-(trifluoromethyl)mercaptophenol NC1=C(C=CC(=C1)SC(F)(F)F)O